C(C)(=O)OC1CCC=2C1=NC=C(C2)F 3-fluoro-6,7-dihydro-5H-cyclopenta[b]pyridin-7-yl acetate